ClC=1C=C(C(=NC1)C1=CC=C2C=C(N=NC2=C1)OC)C=1C=NN(C1)CCC(C)C 7-{5-Chloro-3-[1-(3-methylbutyl)-1H-pyrazol-4-yl]pyridin-2-yl}-3-methoxycinnolin